C1(CC1)C1=CC(=NN1)NC([C@@H](C)C1=CC=C(C=C1)C1=CC=C(C=C1)CNC(\C=C\CN1CCOCC1)=O)=O (S,E)-N-((4'-(1-((5-cyclopropyl-1H-pyrazol-3-yl)amino)-1-oxopropan-2-yl)-[1,1'-biphenyl]-4-yl)methyl)-4-morpholinobut-2-enamide